8-(3,4,5-trifluoro-6-ethoxynaphthalene-2-yl)-1,4-dioxaspiro[4.5]decane FC=1C(=CC2=CC=C(C(=C2C1F)F)OCC)C1CCC2(OCCO2)CC1